N-(5-amino-2,4-difluorophenyl)-2-chloro-5-((1R,3R)-2,2-dichloro-3-(4-fluoro-3-(trifluoromethyl)phenyl)cyclopropane-1-carboxamido)-3-methylbenzamide NC=1C(=CC(=C(C1)NC(C1=C(C(=CC(=C1)NC(=O)[C@@H]1C([C@H]1C1=CC(=C(C=C1)F)C(F)(F)F)(Cl)Cl)C)Cl)=O)F)F